5-(Benzyloxy)-1-(4-fluorobenzyl)-2-(4-Aminophenyl)-1H-benzo[d]Imidazole C(C1=CC=CC=C1)OC1=CC2=C(N(C(=N2)C2=CC=C(C=C2)N)CC2=CC=C(C=C2)F)C=C1